tetrahydrobenzimidazolo[1,2,3]oxathiazine N1CNC2C1=C1C=NSOC1=CC2